(R)-6-(5-amino-1-(2-hydroxyethyl)-1H-pyrazol-4-yl)-4-(1-(5-fluoro-pyridin-2-yl)ethoxy)pyrazolo[1,5-a]pyridine-3-carbonitrile NC1=C(C=NN1CCO)C=1C=C(C=2N(C1)N=CC2C#N)O[C@H](C)C2=NC=C(C=C2)F